C(C)(C)(C)OC([C@@H](CC1=CC(=CC=C1)COC1=CC(=CC=C1)C[C@H](C(=O)OC(C)(C)C)[C@@H]1CN(CC1)C(=O)OC(C)(C)C)[C@@H]1CN(CC1)C(=O)[O-])=O (3R)-3-[(1S)-2-tert-butoxy-1-[[3-[[3-[(2S)-3-tert-butoxy-2-[(3R)-1-tert-butoxycarbonylpyrrolidin-3-yl]-3-oxo-propyl]phenoxy]methyl]phenyl]methyl]-2-oxo-ethyl]pyrrolidine-1-carboxylate